(2R,3R,4S,5S)-N-methyl-4-(1-methyl-4-(trifluoromethyl)-1H-imidazol-2-yl)cubane-1-carboxamide CNC(=O)C12C3C4C5(C3C1C5C24)C=2N(C=C(N2)C(F)(F)F)C